C(C)(C)(C)N(C(O)=O)C1=C(C(=NC=C1)C1=C(C=CC=C1)Cl)CN=[N+]=[N-].NC=1N=C(SC1C(C1=CC=CC=C1)=O)[C@](NC1=CC(=CC=C1)C)(C)C(=O)N 2-(4-amino-5-benzoyl-1,3-thiazol-2-yl)-N2-(3-methylphenyl)alaninamide tert-butyl-[3-(azidomethyl)-2-(2-chlorophenyl)pyridin-4-yl]carbamate